C(N(C(C([2H])([2H])C1=CNC2=CC=C(C=C12)C([2H])([2H])[2H])([2H])[2H])C([2H])([2H])[2H])([2H])([2H])[2H] N,N-bis(methyl-d3)-2-(5-(methyl-d3)-1H-indol-3-yl)ethan-1-amine-1,1,2,2-d4